2-chlorophenoxyacetic acid, 2,4-dichlorophenoxyacetic acid salt ClC1=C(OCC(=O)O)C=CC(=C1)Cl.ClC1=C(OCC(=O)O)C=CC=C1